tert-butyl 3-[3-(2,6-dioxo-3-piperidyl)phenoxy]azetidine-1-carboxylate O=C1NC(CCC1C=1C=C(OC2CN(C2)C(=O)OC(C)(C)C)C=CC1)=O